tert-butyl-(1R,4R)-2,5-diazabicyclo[2.2.1]heptane-2-carboxylic acid C(C)(C)(C)[C@@]12N(C[C@H](NC1)C2)C(=O)O